2-(6-{5-chloro-2-[(oxacyclohex-4-yl)amino]pyrimidin-4-yl}-1-oxo-2,3-dihydro-1H-isoindol-2-yl)-N-[(1S)-1-(3-cyclopropylphenyl)-2-hydroxyethyl]acetamide ClC=1C(=NC(=NC1)NC1CCOCC1)C1=CC=C2CN(C(C2=C1)=O)CC(=O)N[C@H](CO)C1=CC(=CC=C1)C1CC1